3-(4-((3-benzyl-9-methyl-4H,6H-thieno[2,3-e][1,2,4]triazolo[3,4-c][1,4]oxazepin-2-yl)ethynyl)-1H-pyrazol-1-yl)propyl 3-(2-(2,6-dioxopiperidin-3-yl)-1-oxoisoindolin-4-yl)propanoate O=C1NC(CCC1N1C(C2=CC=CC(=C2C1)CCC(=O)OCCCN1N=CC(=C1)C#CC1=C(C2=C(N3C(COC2)=NN=C3C)S1)CC1=CC=CC=C1)=O)=O